methyl 6-(ethoxymethyl)quinoline-4-carboxylate C(C)OCC=1C=C2C(=CC=NC2=CC1)C(=O)OC